Potassium (5R,6S)-3-(((3R,5R)-5-(dimethylcarbamoyl)pyrrolidin-3-yl)thio)-6-((R)-1-hydroxyethyl)-7-oxo-4-thia-1-azabicyclo[3.2.0]hept-2-ene-2-carboxylate CN(C(=O)[C@H]1C[C@H](CN1)SC1=C(N2C([C@@H]([C@H]2S1)[C@@H](C)O)=O)C(=O)[O-])C.[K+]